C(C)C1=C(C=NC=C1)C=1C=C2C=C(N=NC2=C(C1)N)NC1COCC1 6-(4-Ethylpyridin-3-yl)-N3-(tetrahydrofuran-3-yl)cinnoline-3,8-diamine